C(CC(=O)OCC)(=O)O[C@@H](C)[C@H]1CC(CCC1)(C)C (+)-(1S)-1-[(1R)-3,3-dimethylcyclohexyl]ethyl ethyl propanedioate